(trans)-Methyl 4-(2-chloro-3,4-difluorophenyl)-6-(4-(4-(3-ethoxy-2,2-dimethyl-3-oxopropyl)oxazol-2-yl)cyclohexyl)-2-(thiazol-2-yl)-1,4-dihydropyrimidine-5-carboxylate ClC1=C(C=CC(=C1F)F)C1N=C(NC(=C1C(=O)OC)[C@@H]1CC[C@H](CC1)C=1OC=C(N1)CC(C(=O)OCC)(C)C)C=1SC=CN1